C(C)[C@H]1OC2=C3C=CN=CC3=CC=C2CN(C1)C(=O)OC(C)(C)C tert-butyl (R)-2-ethyl-2,3-dihydro-[1,4]oxazepino[7,6-f]isoquinoline-4(5H)-carboxylate